N-[(3R)-3-[[(2S)-2-amino-5-carbamimidamidopentanoyl]amino]butyl]-4-[[3-(2,3-difluoro-4-methoxyphenyl)imidazo[1,2-a]pyrazin-8-yl]amino]-2-ethylbenzamide N[C@H](C(=O)N[C@@H](CCNC(C1=C(C=C(C=C1)NC=1C=2N(C=CN1)C(=CN2)C2=C(C(=C(C=C2)OC)F)F)CC)=O)C)CCCNC(=N)N